COC(C1=NC=C(C(=C1)C)N1C(NC2=C1C=CC=C2)=O)=O 4-methyl-5-(2-oxo-2,3-dihydro-1H-benzo[d]imidazol-1-yl)picolinic acid methyl ester